N(=[N+]=[N-])CCOCCOCCOCCOCCN(CCCN)C 1-azido-15-methyl-3,6,9,12-tetraoxa-15-azaoctadecan-18-amine